2-[6-bromo-2-(4-chloro-phenyl)-benzimidazol-1-yl]-2,N-dicyclohexyl-acetamide BrC=1C=CC2=C(N(C(=N2)C2=CC=C(C=C2)Cl)C(C(=O)NC2CCCCC2)C2CCCCC2)C1